tert-butyl (R)-2-((4-(4-((5-(tert-butyl)-1,2,4-oxadiazole-3-carboxamido)methyl)-3-methylphenyl)pyridin-3-yl)carbamoyl)piperidine-1-carboxylate C(C)(C)(C)C1=NC(=NO1)C(=O)NCC1=C(C=C(C=C1)C1=C(C=NC=C1)NC(=O)[C@@H]1N(CCCC1)C(=O)OC(C)(C)C)C